ClC1=C(C=CC=C1)[C@@H](C)OC(=O)NC1=C(SC=C1)C1=CC=C(C(=N1)C)NC(=O)C1C(C1C(=O)O)(F)F 3-((6-(3-((((R)-1-(2-chlorophenyl)ethoxy)carbonyl)amino)thiophen-2-yl)-2-methylpyridin-3-yl)carbamoyl)-2,2-difluorocyclopropane-1-carboxylic acid